N-Cyclopropyl-3-fluoro-5-((2-methyl-5-((4-((4-methylpiperazin-1-yl)methyl)-3-(trifluoromethyl)phenyl)carBamoyl)phenyl)ethynyl)picolinamide C1(CC1)NC(C1=NC=C(C=C1F)C#CC1=C(C=CC(=C1)C(NC1=CC(=C(C=C1)CN1CCN(CC1)C)C(F)(F)F)=O)C)=O